ClC1=CC=C(C=C1)NC(=O)N1[C@@H](C[C@H](C1)O)C(=O)OCC1=CC=CC=C1 (2S,4R)-benzyl 1-(4-chlorophenylcarbamoyl)-4-hydroxypyrrolidine-2-carboxylate